FC1=C(OC2=CC=3N(C=C2N2C=CC4=C2C(N(C=C4)C)=O)C(=CN3)S(=O)(=O)CC)C=CC(=C1)F (7-(2,4-difluorophenoxy)-3-(ethylsulfonyl)imidazo[1,2-a]pyridin-6-yl)-6-methyl-1,6-dihydro-7H-pyrrolo[2,3-c]pyridin-7-one